6-Amino-5-bromo-1-methylpyrimidine-2,4(1H,3H)-dione NC1=C(C(NC(N1C)=O)=O)Br